(dibromomethyl)(4-fluoro-2-iodophenyl)diazene BrC(Br)N=NC1=C(C=C(C=C1)F)I